C1(CC1)S(=O)(=O)NC=1SC=C(N1)C(CC)NC(C1=CC=C(C=C1)C=1C=NC=CC1)=O N-(1-(2-(cyclopropanesulfonylamino)thiazol-4-yl)propyl)-4-(pyridin-3-yl)benzamide